FC(OC1=C(C(=C(C=C1)C1=CN=C(N1C)C(=O)NC1=CC(=C(C(=O)NCCCNC(OC(C)(C)C)=O)C=C1)CC)F)F)F tert-butyl N-[3-[[4-[[5-[4-(difluoromethoxy)-2,3-difluoro-phenyl]-1-methyl-imidazole-2-carbonyl]amino]-2-ethyl-benzoyl]amino]propyl]carbamate